C1=C(C=CC=2C(C3=CC(=CC=C3C(C12)=O)S(=O)(=O)O)=O)S(=O)(=O)O 6-anthraquinonedisulfonic Acid